C(CC)N1C2=CC(=C(C=C2C(C12C=NC1=C(O2)C=CC2=CC(=C(C=C21)C(=O)OC)O)(C)C)C)C 1-propyl-3,3,5,6-tetramethyl-9'-methoxycarbonyl-8'-hydroxy-spiro[indoline-2,3'-[3H]naphth[2,1-b][1,4]oxazine]